NCCOCCNC(CN1C(C=CC1=O)=O)=O N-[2-(2-aminoethoxy)ethyl]-2-(2,5-dioxo-2,5-dihydro-1H-pyrrol-1-yl)acetamide